C(=O)C1=CC=C(C=C1)P([O-])=O 4-formylphenylphosphinate